N-[5-(aminomethyl)-3-fluoro-2-pyridyl]methanesulfonamide NCC=1C=C(C(=NC1)NS(=O)(=O)C)F